(R)-(3-Fluorophenyl)(4-(4-methoxyphenethyl)-7-azabicyclo[2.2.1]heptan-1-yl)methanol FC=1C=C(C=CC1)[C@@H](O)C12CCC(CC1)(N2)CCC2=CC=C(C=C2)OC